Cl.C(C)N1C(N(C2=C1C=CC=C2)C(=O)NC2CC1CCC(C2)N1C)=O 3-ethyl-2,3-dihydro-N-(8-methyl-8-azabicyclo[3.2.1]oct-3-yl)-2-oxo-1H-benzimidazole-1-carboxamide hydrochloride